1-bromotetrahydropyrrole-2,5-dione BrN1C(CCC1=O)=O